FC1=C(C=CC2=C1CCCC[C@H]2NC(OC(C)(C)C)=O)O tert-butyl (R)-(1-fluoro-2-hydroxy-6,7,8,9-tetrahydro-5H-benzo[7]annulen-5-yl)carbamate